C1(=CC=CC=C1)C1CC2(C1)NC(N(C2=O)CC2=NN=C1N2CCCCC1)=O 2-phenyl-7-({5H,6H,7H,8H,9H-[1,2,4]triazolo[4,3-a]azepin-3-yl}methyl)-5,7-diazaspiro[3.4]octane-6,8-dione